C(C)(C)OC([C@H](C)N=P(=O)OC1=C(C=CC=C1)OC1=C(C(=C(C(=C1F)F)F)F)F)=O (S)-2-[(S)-2-(2,3,4,5,6-pentafluoro-phenoxy)-phenoxy-phosphorylamino]propionic acid isopropyl ester